ClC1=CC(=C(C=C1)C1=C(N(N=N1)C)CN1N=CC(=CC1=O)N1CC(C1)OC1=NC=CN=C1)F 2-[[5-(4-chloro-2-fluoro-phenyl)-3-methyl-triazol-4-yl]methyl]-5-(3-pyrazin-2-yloxyazetidin-1-yl)pyridazin-3-one